Sodium bis(trimethylsilyl)amide C[Si](C)(C)[N-][Si](C)(C)C.[Na+]